CN(C1=CC=C(C=C1)NC(CC1=CC=C(C=C1)\C=C\C(=O)C1=C(C=CC=C1)O)=O)C N-[4-(Dimethylamino)phenyl]-2-[4-[(E)-3-(2-hydroxyphenyl)-3-oxoprop-1-enyl]phenyl]acetamide